2-((8-chloro-1-(2,6-dichloro-4-(2-hydroxyethoxy)phenyl)-2-methyl-4-oxo-1,4-dihydro-1,6-naphthyridin-5-yl)oxy)-N-(2-hydroxyethyl)acetamide 3-tetrafluoropropyl-methacrylate FC(CC(F)(F)F)C=C(C(=O)O)C.ClC=1C=NC(=C2C(C=C(N(C12)C1=C(C=C(C=C1Cl)OCCO)Cl)C)=O)OCC(=O)NCCO